C(N)(=O)C=1C(=C(C2=CC=CC=C2C1)Cl)NC(=O)C=1N(N=C(C1)COCC1=CC=C(C=C1)Cl)C1=NC=CC=C1Cl N-(3-carbamoyl-1-chloro-2-naphthyl)-5-[(4-chlorophenyl)methoxy-methyl]-2-(3-chloro-2-pyridyl)pyrazole-3-carboxamide